N(N)C(=O)[C@@H]1CC[C@@H](N(C1)C(=O)OC(C)(C)C)C cis-tert-butyl 5-(hydrazinecarbonyl)-2-methylpiperidine-1-carboxylate